ClC1=C(C(=CC=C1)Cl)N1CC(C1)C1=CC(=C(CN2CC(C(CC2)C(=O)OC)F)C(=C1)C)C methyl 1-(4-(1-(2,6-dichlorophenyl)azetidin-3-yl)-2,6-dimethylbenzyl)-3-fluoropiperidine-4-carboxylate